ethyl-2-formyl-3-oxopropanoate C(C)OC(C(C=O)C=O)=O